OC1=C(C=C(C=C1)C)C1=C2C(=NO1)C(N([C@@H]2C2=CC=C(C=C2)C(F)(F)F)C2CCOCC2)=O |r| rac-3-(2-hydroxy-5-methylphenyl)-5-(tetrahydro-2H-pyran-4-yl)-4-(4-(trifluoromethyl)phenyl)-4,5-dihydro-6H-pyrrolo[3,4-c]isoxazol-6-one